CC1=C(C(=CC(=C1)C)C)C(C(=O)O)=O 2-(2,4,6-trimethylphenyl)-2-oxoacetic acid